3,5-dimethyl-cyclohexanone CC1CC(CC(C1)C)=O